tert-butyl N-tert-butoxycarbonyl-N-[2-[2-methyl-3-oxo-1-(2-trimethylsilylethoxymethyl)pyrazol-4-yl]pyrimidin-4-yl]carbamate C(C)(C)(C)OC(=O)N(C(OC(C)(C)C)=O)C1=NC(=NC=C1)C=1C(N(N(C1)COCC[Si](C)(C)C)C)=O